1-(3-chloro-2-fluorobenzyl)-4-((4-(difluoromethyl)-3-fluoro-6-((5-methyl-1H-pyrazol-3-yl)amino)pyridin-2-yl)methyl)piperidine-4-carboxylic acid ClC=1C(=C(CN2CCC(CC2)(C(=O)O)CC2=NC(=CC(=C2F)C(F)F)NC2=NNC(=C2)C)C=CC1)F